2,2-difluoro-6-(1-methyl-1H-pyrazol-4-yl)morpholin-3-one FC1(C(NCC(O1)C=1C=NN(C1)C)=O)F